2-(1-((4-morpholino-2-(3-(m-tolyl)-1H-pyrazol-1-yl)thieno[3,2-d]pyrimidin-6-yl)methyl)piperidin-4-yl)propan-2-ol O1CCN(CC1)C=1C2=C(N=C(N1)N1N=C(C=C1)C=1C=C(C=CC1)C)C=C(S2)CN2CCC(CC2)C(C)(C)O